FC=1C(=NC(=CC1)S(=O)(=O)C)C[C@@H](C1=C(C=CC=C1)C1=NOC2=C1C=CC(=C2)C(F)(F)F)N[S@@](=O)C(C)(C)C (S)-N-{(S)-2-(3-Fluoro-6-methylsulfonylpyridine-2-yl)-1-[2-(6-trifluoromethylbenzo[d]isoxazol-3-yl)phenyl]ethyl}-2-methylpropane-2-sulfinamide